FC1=C(C=C(C(=C1)N1C[C@H](N(CC1)C)C)NC(C1=C(C=C(C=C1)F)C(F)(F)F)=O)C1=CCCN(C1)C(=O)OC1CC(C1)(F)F (3,3-difluorocyclobutyl) 5-[2-fluoro-5-[[4-fluoro-2-(trifluoromethyl)benzoyl]amino]-4-[(3R)-3,4-dimethylpiperazin-1-yl]phenyl]-3,6-dihydro-2H-pyridine-1-carboxylate